CN1C[C@H]([C@@H](CC1)NC(C(COC1=NC=C(C=C1C)C)(C)C)=O)C trans-N-(1,3-dimethylpiperidin-4-yl)-3-((3,5-dimethylpyridin-2-yl)oxy)-2,2-dimethylpropionamide